N-{5-[(1S)-1-methoxyethyl]-1-(pyridin-4-yl)-1H-pyrazol-4-yl}carbamic acid benzyl ester C(C1=CC=CC=C1)OC(NC=1C=NN(C1[C@H](C)OC)C1=CC=NC=C1)=O